C(\C=C\C(=O)OCCC(C)C)(=O)OCCC(C)C di-i-amyl fumarate